2-ethyl-6-methyl-1,2,3,4,4a,9a-hexahydroanthraquinone C(C)C1CC2C(C3=CC=C(C=C3C(C2CC1)=O)C)=O